methyl 4-((4-((tert-butoxycarbonyl)amino)butyl)carbamoyl)benzoate C(C)(C)(C)OC(=O)NCCCCNC(=O)C1=CC=C(C(=O)OC)C=C1